methyl (R)-4-(2-amino-1-((tert-butoxycarbonyl)amino)ethyl)benzoate NC[C@H](NC(=O)OC(C)(C)C)C1=CC=C(C(=O)OC)C=C1